C(C)(C)(CC)OOC1(CCCCC1)OOC(C)(C)CC 1,1-Di(t-amylperoxy)cyclohexane